(R)-alpha-aminocaprolactam N[C@H]1C(=O)NCCCC1